(1e,4e)-1,5-bis(3-bromo-4-hydroxy-5-methoxyphenyl)penta-1,4-dien-3-one carbon aluminum [Al].[C].BrC=1C=C(C=C(C1O)OC)\C=C\C(\C=C\C1=CC(=C(C(=C1)OC)O)Br)=O